3-(4-amino-3-iodo-1H-pyrazolo[3,4-d]pyrimidin-1-yl)cyclopentanol NC1=C2C(=NC=N1)N(N=C2I)C2CC(CC2)O